FC=1C=2N(C=CC1)C(=CN2)B2OC(C(O2)(C)C)(C)C 8-fluoro-3-(4,4,5,5-tetramethyl-1,3,2-dioxaborolan-2-yl)imidazo[1,2-a]pyridine